COC(CN1C(CN(CC1)C(=O)OC(C)(C)C)C1=CC=CC=C1)=O tert-butyl 4-(2-methoxy-2-oxo-ethyl)-3-phenyl-piperazine-1-carboxylate